2,2-dimethyl-1-phenylpentan-3-amine CC(CC1=CC=CC=C1)(C(CC)N)C